COC(=O)C=1C=CC(=NC1)C1=NC=C(C=C1)C(=O)OC 2,2'-bipyridine-5,5'-dicarboxylic acid dimethyl ester